1-((10-Hydroxy-7-(3-(tetrahydrofuran-3-yl)propanoyl)-7-azaspiro[4.5]decan-10-yl)methyl)-N,N-dimethyl-6-oxo-4-phenyl-1,6-dihydropyridine-3-carboxamide OC1(CCN(CC12CCCC2)C(CCC2COCC2)=O)CN2C=C(C(=CC2=O)C2=CC=CC=C2)C(=O)N(C)C